C(C)SC1=CC=C(N=N1)COC1=CC=C(C=C1)C=1N=CN(C1)C(=O)OC(C)(C)C tert-butyl 4-(4-((6-(ethylthio)pyridazin-3-yl)methoxy)phenyl)-1H-imidazole-1-carboxylate